N-(2-((2-((1-methyl-1H-indazol-6-yl)amino)-5-(trifluoromethyl)pyrimidin-4-yl)amino)phenyl)methylsulfonamide CN1N=CC2=CC=C(C=C12)NC1=NC=C(C(=N1)NC1=C(C=CC=C1)CNS(=O)=O)C(F)(F)F